C1(CCCC1)C1=C(C=CC=C1)C1=CC=CC=C1 cyclopentyl-(biphenyl)